BrC=1C=C(C=CC1)C(C1OCCC1)(F)F 2-((3-Bromophenyl)difluoromethyl)tetrahydrofuran